COC1CNCCN1C 3-methoxy-4-methylpiperazine